Cl.C12CNCC2C1 3-azabicyclo[3.1.0]hexane hydrogen chloride